CC1=C(C=NO1)C(=O)O 5-methylisoxazole-4-carboxylic acid